CN(N1C[C@@](CC1)(CCC1=CC=CC=C1)CO)C=1C=NC(=CC1)C (S)-(1-(methyl(6-methylpyridin-3-yl)amino)-3-phenethylpyrrolidin-3-yl)methanol